NC1=CC(=NC=C1C(=O)N1CCC=2N(N=C3CCN(CC1C23)C(C=C)=O)C2=C(C=C(C=C2)C2CC2)CO)C(F)(F)F 1-(5-(4-amino-6-(trifluoromethyl)nicotinoyl)-2-(4-cyclopropyl-2-(hydroxymethyl)phenyl)-2,3,4,5,5a,6,8,9-octahydro-7H-1,2,5,7-tetraazabenzo[cd]azulen-7-yl)prop-2-en-1-one